CN(C(OC(C)(C)C)=O)[C@H]1CN(C(C1)=O)C1=CC=C(C=C1)S(=O)(=O)N1CCNCC1 Tert-butyl N-methyl-N-[(3R)-5-oxo-1-(4-piperazin-1-ylsulfonylphenyl)pyrrolidin-3-yl]carbamate